5-chloro-1-(cyanomethyl)isoindoline-2-carboxylic acid tert-butyl ester C(C)(C)(C)OC(=O)N1C(C2=CC=C(C=C2C1)Cl)CC#N